ClC1=CC=C(S1)CNC1=CC(=NN1C(=O)C1=CSC=C1)C1CCOCC1 N-[(5-chlorothiophen-2-yl)methyl]-3-(oxan-4-yl)-1-(thiophene-3-carbonyl)-1H-pyrazol-5-amine